[Zr].C(C)OC(CC(=O)C(OCCCC)(OCCCC)OCCCC)=O Tributoxyacetoacetic acid ethyl ester zirconium